C(C)(C)(C)C=1C=C(C=C)C=CC1 m-T-butylstyrene